(R)-N-(amino(5-(2-hydroxypropan-2-yl)thiazol-2-yl)(oxo)-λ6-sulfaneylidene)-2-(2,6-diisopropyl-4-(methoxymethyl)phenyl)acetamide N[S@](=NC(CC1=C(C=C(C=C1C(C)C)COC)C(C)C)=O)(=O)C=1SC(=CN1)C(C)(C)O